C(=O)(OC(C)(C)C)N1CCC(CC1)CCCO N-Boc-4-(3-hydroxypropyl)-piperidine